(difluoromethoxy)-5-fluoro-2-hydroxybenzaldehyde FC(OC=1C(=C(C=O)C=C(C1)F)O)F